NC1=C(C=C(C=C1)C1=CC=C(C=C1)F)NC(C1=CC=C(C=C1)S1(NCCC1)=O)=O N-[2-amino-5-(4-fluorophenyl)phenyl]-4-[rel-(S)-1-oxo-4,5-dihydro-3H-isothiazol-1-yl]benzamide